(S)-quinuclidin-3-yl (5-(3-ethoxyphenyl)-6-fluoro-2,2-dimethyl-2,3-dihydro-1H-inden-1-yl)carbamat C(C)OC=1C=C(C=CC1)C=1C=C2CC(C(C2=CC1F)NC(O[C@@H]1CN2CCC1CC2)=O)(C)C